(hydroxyimino)-6'-((E)-styryl)-[2,3'-biindolinylidene]-2'-one ON=C1C(NC2=CC=CC=C12)=C1C(NC2=CC(=CC=C12)\C=C\C1=CC=CC=C1)=O